[Cl-].[Cl-].C1(=CC=CC=C1)C1=CC=NC2=C3N=CC=C(C3=CC=C12)C1=CC=CC=C1.C1(=CC=CC=C1)C1=CC=NC2=C3N=CC=C(C3=CC=C12)C1=CC=CC=C1.C1(=CC=CC=C1)C1=CC=NC2=C3N=CC=C(C3=CC=C12)C1=CC=CC=C1.[Ru+2] Ruthenium(II) tris(4,7-diphenyl-1,10-phenanthroline) dichloride